OCC1=C(C=CC=C1)C=1C(=NNC1)O 4-(2-(hydroxymethyl)phenyl)-1H-pyrazol-3-ol